NC1=NC=CC(=C1Cl)NC1=NN(C2=NC(=CN=C21)N2CCC(CC2)(C)NC(OC(C)(C)C)=O)CC2=CC=C(C=C2)OC tert-butyl (1-(3-((2-amino-3-chloropyridin-4-yl)amino)-1-(4-methoxybenzyl)-1H-pyrazolo[3,4-b]pyrazin-6-yl)-4-methylpiperidin-4-yl)carbamate